tert-butyl (1R,4R,5RS)-5-(3-chlorothieno[2,3-b]pyrazin-6-yl)-5-hydroxy-2-azabicyclo[2.2.1]heptane-2-carboxylate ClC1=CN=C2C(=N1)SC(=C2)[C@@]2([C@H]1CN([C@@H](C2)C1)C(=O)OC(C)(C)C)O |&1:10|